N(=[N+]=[N-])CCOCCOCC(COCC(=O)O)(C)COCCOCCN=[N+]=[N-] 2-(3-(2-(2-azidoethoxy)ethoxy)-2-((2-(2-azidoethoxy)ethoxy)methyl)-2-methylpropyloxy)acetic acid